2-methoxy-1-(2,4,6-trifluorophenyl)ethanone oxime COCC(=NO)C1=C(C=C(C=C1F)F)F